ClC1=C(C=C(OCCCN2C(=C(C(=C2C)S(=O)(=O)C2=CC=C(C=C2)Cl)C)C(=O)O)C=C1C)C 1-(3-(4-Chloro-3,5-dimethylphenoxy)propyl)-4-((4-chlorophenyl)sulfonyl)-3,5-dimethyl-1H-pyrrole-2-Carboxylic acid